spiro[3.3]heptan-2-ol C1C(CC12CCC2)O